BrC1=CC=C(C=C1)N=S1(CCCCC1)=O 1-((4-bromophenyl)imino)hexahydro-1λ6-thiopyran-1-oxide